NC1=CC(=C(C=C1)C(=O)N1C[C@@H](N(CC1)C)C)C (S)-(4-amino-2-methylphenyl)(3,4-dimethylpiperazine-1-yl)methanone